FC(C=1C=C(C=C2NC(C(NC12)=O)(C)C)F)F 8-difluoromethyl-6-fluoro-3,3-dimethyl-3,4-dihydro-1H-quinoxalin-2-one